OCCN1CCN(CC1)CCNC=C1C(CC(CC1=O)C(CC)CC)=O 2-(((2-(4-(2-hydroxyethyl)piperazin-1-yl)ethyl)amino)methylene)-5-(pentan-3-yl)cyclohexane-1,3-dione